O1C(=CC=C1)\C=C\1/CN(C(N(C1)CCCCCCCC)(C)C)C (E)-5-((furan-2-yl)methylene)-dihydro-2,2,3-trimethyl-1-octylpyrimidine